O=C1NC(CCC1N1C(C2=CC=C(C=C2C1=O)NS(=O)(=O)C1=CC=CC=C1)=O)=O N-(2-(2,6-dioxopiperidin-3-yl)-1,3-dioxoisoindolin-5-yl)benzenesulfonamide